C(C1=CC=CC=C1)OC=1C=C2[C@]3(CCC[C@]([C@@H]3CCC2=CC1)(C(=O)OC)C)C Methyl (1R,4aS,10aR)-6-(benzyloxy)-1,4a-dimethyl-1,2,3,4,4a,9,10,10a-octahydrophenanthrene-1-carboxylate